N-[[4-[(4-fluorophenyl)methoxy]-1-methyl-indol-6-yl]methyl]prop-2-enamide FC1=CC=C(C=C1)COC1=C2C=CN(C2=CC(=C1)CNC(C=C)=O)C